4-[2-[4-[3-[(3S,5S)-1-tert-butoxycarbonyl-5-carboxy-pyrrolidin-3-yl]oxyphenyl]indazol-2-yl]ethyl]morpholine-3-carboxylic acid C(C)(C)(C)OC(=O)N1C[C@H](C[C@H]1C(=O)O)OC=1C=C(C=CC1)C=1C2=CN(N=C2C=CC1)CCN1C(COCC1)C(=O)O